C(C1=CC=CC=C1)OC(=O)COC1=CC=C2C(=CC=NC2=C1)C(=O)N[C@@H](C(=O)O)C (R)-2-({7-[(benzyloxycarbonyl)methoxy]-4-quinolyl}carbonyl-amino)-propionic acid